BrC=1C(=C(SC1C)C(CC)=O)O 1-(4-bromo-3-hydroxy-5-methylthiophen-2-yl)propan-1-one